C(C=1C(C(=O)OCCCO)=CC=CC1)(=O)OOC(C=C)=O acryloyloxy hydroxypropyl phthalate